N[C@](C(=O)O)(CC1=CC(=C(C=C1)O)O)C (S)-2-amino-3-[3,4-dihydroxyphenyl]-2-methyl-propanoic acid